bis(2-hexyldecyl) 6,6'-(butane-1,4-diylbis(azanediyl))dihexanoate C(CCCNCCCCCC(=O)OCC(CCCCCCCC)CCCCCC)NCCCCCC(=O)OCC(CCCCCCCC)CCCCCC